NC1=C(C=2C(=NC=CN2)N=C1C(=O)OCC)C1=C(C(=CC=C1)OC)C ethyl 7-amino-8-(3-methoxy-2-methyl-phenyl)pyrido[2,3-b]pyrazine-6-carboxylate